C(C=C)N1C(N(C(N(C1=O)CC=C)=O)CC=C)=O triallyl-s-triazine-2,4,6(1H,3H,5H)-trione